C([C@@H](O)[C@H](O)C(=O)O)(=O)O.N[C@]1(CN(CCC1)C=1C=NC(=CC1CN1C2=NC=NC(=C2N=C1)N)C1=C(C=C(C(=C1)F)OC)F)[C@@H](C(F)F)O (S)-1-((R)-3-amino-1-(4-((6-amino-9H-purin-9-yl)methyl)-6-(2,5-difluoro-4-methoxyphenyl)pyridin-3-yl)piperidin-3-yl)-2,2-difluoroethan-1-ol D-Tartaric Acid Salt